C(C(C)C)NCC(C)NCC(C)C N,N'-diisobutyl-propylenediamine